C(C)(C)(C)C1[C@](N(CC[C@@]1(C(=O)O)CC1=NC(=CC(=C1F)C(C(C)C)=O)NC1=NN(C(=C1)C)C(C)(C)C)C(=O)O)(C)C(C)(C)C Di-tert-butyl-(2R,4R)-4-((6-((1-(tert-butyl)-5-methyl-1H-pyrazol-3-yl)amino)-3-fluoro-4-isobutyrylpyridin-2-yl)methyl)-2-methylpiperidine-1,4-dicarboxylic acid